ClC1=CC=2C(N=C1)=C(N(N2)[C@@H](C)C2CCC(CC2)C2=CC=NC1=CC=C(C=C21)F)OC 4-((1s,4s)-4-((R)-1-(6-chloro-3-methoxy-2H-pyrazolo[4,3-b]pyridin-2-yl)ethyl)cyclohexyl)-6-fluoroquinoline